C(C)OC(COCCCCCOS(=O)(=O)C1=CC=C(C)C=C1)=O 2-(5-(tosyloxy)pentoxy)acetic acid ethyl ester